C1(=CC=CC=C1)P(=O)(C1=CC=CC=C1)CC(=O)C1=CC=C(C=C1)C(F)(F)F 2-(diphenylphosphoryl)-1-(4-(trifluoromethyl)phenyl)ethan-1-one